C(C)(C)(C)OC(=O)N[C@H](C(=O)O)CC1=CC2=C(B(OC2=O)O)C=C1 (S)-2-((tert-butoxycarbonyl)amino)-3-(1-hydroxy-3-oxo-1,3-dihydrobenzo[c][1,2]oxaborol-5-yl)propanoic acid